N-([1,1'-biphenyl]-4-yl)-6-(dibenzo[b,d]thiophen-2-yl)-N-(naphthalen-1-yl)-9-phenyl-9H-carbazol-3-amine C1(=CC=C(C=C1)N(C=1C=CC=2N(C3=CC=C(C=C3C2C1)C1=CC2=C(SC3=C2C=CC=C3)C=C1)C1=CC=CC=C1)C1=CC=CC3=CC=CC=C13)C1=CC=CC=C1